2-(6-{5-chloro-2-[(oxan-4-yl)amino]pyrimidin-4-yl}-1-oxo-2,3-dihydro-1H-isoindol-2-yl)-N-[1-(4-fluoro-3-methoxyphenyl)ethyl]acetamide ClC=1C(=NC(=NC1)NC1CCOCC1)C1=CC=C2CN(C(C2=C1)=O)CC(=O)NC(C)C1=CC(=C(C=C1)F)OC